5-bromo-N1-(2-ethoxypropyl)benzene-1,2-diamine BrC1=CC=C(C(=C1)NCC(C)OCC)N